CS(=O)(=O)C=1C=C(CNC2=NC(=NC=C2C(F)(F)F)NC2=CC=C(C=C2)NC(OC(C)(C)C)=O)C=CC1 Tert-butyl (4-((4-((3-(methylsulfonyl)benzyl)amino)-5-(trifluoromethyl)pyrimidin-2-yl)amino)phenyl)carbamate